3-(2-amino-ethylamino)propyl-dimethyl-ethoxysilane NCCNCCC[Si](OCC)(C)C